FC=1C=C2C(=C(NC2=C(C1)F)C1=CC=C(C=C1)F)C1CC(C1)CNC(=O)NC 1-(((1r,3r)-3-(5,7-difluoro-2-(4-fluorophenyl)-1H-indol-3-yl)cyclobutyl)methyl)-3-methylurea